C(CCCCCCCCCCCCCCCCC)(=O)[O-].C(CCCCCCCCCCCCCCCCC)(=O)[O-].[Al+2] aluminum di-stearate